CC1=NN=C(N=N1)C1=CC(=C(C=C1)CN)C(F)(F)F (4-(6-methyl-1,2,4,5-tetrazin-3-yl)-2-(trifluoromethyl)phenyl)methanamine